6-(aminomethyl)-7-methoxy-N-(4-methoxybenzyl)isoquinolin-1-amine NCC=1C=C2C=CN=C(C2=CC1OC)NCC1=CC=C(C=C1)OC